4-amino-phenyl-phosphocholine NC1=CC=C(C=C1)C(OP(=O)([O-])O)C[N+](C)(C)C